FC(C1=NN=C(O1)C=1C=C(C(=NC1)CN1N=NC(=C1)C=1C=C(C=CC1)C1CCN(CC1)C(=O)OC(C)(C)C)F)F tert-butyl 4-(3-(1-((5-(5-(difluoromethyl)-1,3,4-oxadiazol-2-yl)-3-fluoropyridin-2-yl)methyl)-1H-1,2,3-triazol-4-yl)phenyl)piperidin-1-carboxylate